(S)-N-(1-(7-(2-Methoxyethoxy)quinolin-5-yl)cyclopropyl)-2-methyl-5-((1-methylazetidin-2-yl)methoxy)benzamide COCCOC1=CC(=C2C=CC=NC2=C1)C1(CC1)NC(C1=C(C=CC(=C1)OC[C@H]1N(CC1)C)C)=O